CON(C([C@H](CC=1N=CN(C1)C(C1=CC=CC=C1)(C1=CC=CC=C1)C1=CC=CC=C1)NC(C1=C(C=CC=C1)C)=O)=O)C (S)-N-(1-(methoxy(methyl)amino)-1-oxo-3-(1-trityl-1H-imidazol-4-yl)propan-2-yl)-2-methylbenzamide